C(C)(C)(C)C1=CC(=NC=C1)C1=CC(=CC=C1)C(C)(C)C 4-(tert-butyl)-2-(3-(tert-butyl)phenyl)pyridine